4-(3-(trifluoromethyl)phenyl)-N-(3-(2-oxopropyl)-1,2,4-thiadiazol-5-yl)furan-2-carboxamide FC(C=1C=C(C=CC1)C=1C=C(OC1)C(=O)NC1=NC(=NS1)CC(C)=O)(F)F